FC1=CC=CC(=N1)C1=C(C=NC(=C1)C1=CC=C(C=C1)F)CNC(C=C)=O N-((6-fluoro-6'-(4-fluorophenyl)-[2,4'-bipyridin]-3'-yl)methyl)acrylamide